CC1=C(C(=O)P(C2=CC=CC=C2)(C2=CC=CC=C2)=O)C(=CC(=C1)C)C ls-2,4,6-trimethyl-benzoyl-diphenyl-phosphine oxide